4-(methylthio)-2-nitrophenol CSC1=CC(=C(C=C1)O)[N+](=O)[O-]